CC1=NC(=CC(=C1)C=1NC2=CC=C(C=C2C1C(C)C)C1OCCN(C1)CC(=O)NC)C 2-(2-(2-(2,6-Dimethylpyridin-4-yl)-3-isopropyl-1H-indol-5-yl)morpholino)-N-methylacetamid